tert-butyl 2-[1-(3-fluoro-5-nitro-2-pyridyl)-4-piperidyl]acetate FC=1C(=NC=C(C1)[N+](=O)[O-])N1CCC(CC1)CC(=O)OC(C)(C)C